(2S)-N-(4-(Cyclopropylamino)-3,4-dioxo-1-((S)-2-oxopyrrolidin-3-yl)butan-2-yl)-2-((E)-3-(4-(difluoromethyl)phenyl)acrylamido)-4,4-dimethylpentanamid C1(CC1)NC(C(C(C[C@H]1C(NCC1)=O)NC([C@H](CC(C)(C)C)NC(\C=C\C1=CC=C(C=C1)C(F)F)=O)=O)=O)=O